methyl 3-(9-formyl-4,5-dihydrobenzo[b]thieno[3,4-d]oxepin-8-yl)-6-(propylcarbamoyl)picolinate C(=O)C1=CC2=C(OCCC=3C2=CSC3)C=C1C=1C(=NC(=CC1)C(NCCC)=O)C(=O)OC